C(C)(C)(C)OC(=O)N1C[C@@H](N(CC1)C1=NC=C(N=C1Cl)C(F)(F)F)CO (R)-4-(3-chloro-5-(trifluoromethyl)pyrazin-2-yl)-3-(hydroxymethyl)piperazine-1-carboxylic acid tert-butyl ester